C1NCCC2=CC=C(C=C12)C(=O)O 3,4-dihydro-1H-isoquinoline-7-carboxylic acid